ICC=1OC(OC1C)=O 4-iodomethyl-5-methyl-1,3-dioxol-2-one